C(C)C(=O)[O-] 1-ethyl-carboxylate